4-bromo-1-(bromomethyl)-2-chlorobenzene BrC1=CC(=C(C=C1)CBr)Cl